FC=1C=C2C=NN(C2=CC1N=C(C1=CC=CC=C1)C1=CC=CC=C1)COCC[Si](C)(C)C N-(5-fluoro-1-((2-(trimethylsilyl)ethoxy)methyl)-1H-indazol-6-yl)-1,1-diphenylmethanimine